ClC=1C=C(C(=NC1)OC(F)F)C(=O)N(C)C1CS(C2=C1C=CC=C2)(=O)=O 5-chloro-2-(difluoromethoxy)-N-(1,1-dioxo-2,3-dihydrobenzothiophen-3-yl)-N-methyl-pyridine-3-carboxamide